2-[4-[(E)-3-(4-Phenylmethoxyphenyl)prop-2-enoyl]phenoxy]acetic acid C1(=CC=CC=C1)COC1=CC=C(C=C1)/C=C/C(=O)C1=CC=C(OCC(=O)O)C=C1